FC1=CC2=C(N=CS2)C=C1NC1=C2C(=NC=C1)SC(=C2)C2C(N(CC2)CCO)(C)C 2-(3-(4-((6-fluorobenzo[d]thiazol-5-yl)amino)thieno[2,3-b]pyridin-2-yl)-2,2-dimethyl-pyrrolidin-1-yl)ethan-1-ol